3-(benzylamino)butan-2-one C(C1=CC=CC=C1)NC(C(C)=O)C